3,7,11-trimethyl-2,6-docosadienoic acid CC(=CC(=O)O)CCC=C(CCCC(CCCCCCCCCCC)C)C